ClC=1C(=CC(=C(C1)S(=O)(=O)NC=1SC=CN1)F)NCC1CCC(CC1)N1CCOCC1 5-chloro-2-fluoro-4-(((4-morpholinocyclohexyl)methyl)amino)-N-(thiazol-2-yl)benzenesulfonamide